9,9'-Spirobi-fluoren C1=CC=CC=2C3=CC=CC=C3C3(C12)C1=CC=CC=C1C=1C=CC=CC13